4-Amino-7-{[1-(2,4-difluorophenyl)-1H-pyrazol-4-yl]methyl}-5-[2-(trifluoromethyl)pyrimidin-5-yl]-7H-pyrrolo[2,3-d]pyrimidine-6-carbonitrile NC=1C2=C(N=CN1)N(C(=C2C=2C=NC(=NC2)C(F)(F)F)C#N)CC=2C=NN(C2)C2=C(C=C(C=C2)F)F